N-(4-[[(2S)-1,4-dioxan-2-ylmethyl]amino]-3-nitrobenzenesulfonyl)-2-[14-oxa-2,4,10-triazatricyclo[7.5.0.0^3,7]tetradec-1(9),2,5,7-tetraen-10-yl]benzamide O1[C@H](COCC1)CNC1=C(C=C(C=C1)S(=O)(=O)NC(C1=C(C=CC=C1)N1C=2C=C3C=CNC3=NC2OCCC1)=O)[N+](=O)[O-]